9,9'-(4-(3-(pyridin-2-yl)phenyl)pyridine-2,6-diyl)bis(3,6-dimethyl-9H-carbazole) N1=C(C=CC=C1)C=1C=C(C=CC1)C1=CC(=NC(=C1)N1C2=CC=C(C=C2C=2C=C(C=CC12)C)C)N1C2=CC=C(C=C2C=2C=C(C=CC12)C)C